C(C)(C)(CC(C)(C)C)C1=C(C=CC(=C1)CC)O 2-tert-octyl-p-ethylphenol